methyl (2E)-2-({2-methyl-5-[(1E)-N-isopropoxyethanimidoyl]phenyl}methyl)-3-methoxy-2-propenoate CC1=C(C=C(C=C1)\C(\C)=N\OC(C)C)C/C(/C(=O)OC)=C\OC